O1C(OCCC1)C1=CC=C(C(=C1C(=O)OC(C)(C)C)OC)O tert-butyl 6-(1,3-dioxane-2-yl)-3-hydroxy-2-methoxybenzoate